NC=1C=CC(=C2C(CCSC12)=O)NC(C)=O N-(8-amino-4-oxothiochroman-5-yl)acetamide